O=C(CCC(=O)O)C1=CC(=CC=C1)C 4-oxo-4-(3-methylphenyl)butyric acid